ClC=1C=CC(=C(C1)C1=CC(=CN=N1)NC1=CC=NC2=CC(=CC=C12)OCCN1CCN(CC1)C(CC(=O)OC)CC(=O)OC)F 1,5-dimethyl 3-(4-{2-[(4-{[6-(5-chloro-2-fluorophenyl)pyridazin-4-yl]amino} quinolin-7-yl)oxy] ethyl}piperazin-1-yl)pentanedioate